C1NCC12CCN(CC2)C2=CC=C(C=C2)C2C(NC(CC2)=O)=O 3-[4-(2,7-diazaspiro[3.5]non-7-yl)phenyl]piperidine-2,6-dione